CC(C(C)C)=O methyl-iso-butanone